N[C@H](C(=O)N1[C@@H](C[C@H](C1)O)C(=O)NCC1=CC=C(C=C1)C1=C(N=CS1)C)C(C)(SC(C1=CC=CC=C1)(C1=CC=CC=C1)C1=CC=CC=C1)C (2S,4R)-1-((R)-2-amino-3-methyl-3-(tritylthio)butanoyl)-4-hydroxy-N-(4-(4-methylthiazol-5-yl)benzyl)pyrrolidine-2-carboxamide